CC(C(=O)OCC(CC)N=S(=O)=O)[C@H]1CN(C[C@@H](C1)C1=CC=C(C=C1)C(F)(F)F)CC1=CC=C(C=C1)C#N.[Na] sodium 2-(sulfonylamino)butan-1-ol methyl-2-((3S,5S)-1-(4-cyanobenzyl)-5-(4-(trifluoromethyl)phenyl)piperidin-3-yl)acetate